7-bromo-6-fluoro-1H-quinazolin-4-one BrC1=C(C=C2C(N=CNC2=C1)=O)F